ClC=1N=C(C2=C(N1)C(N(C(=C2)C)C)=O)Cl 2,4-dichloro-6,7-dimethyl-pyrido[3,4-d]pyrimidin-8-one